8-[(1R)-1-[3,4-Difluoro-2-(5-thioxo-4H-1,2,4-oxadiazol-3-yl)anilino]ethyl]-3,6-dimethyl-2-phenyl-chromen-4-one FC=1C(=C(N[C@H](C)C=2C=C(C=C3C(C(=C(OC23)C2=CC=CC=C2)C)=O)C)C=CC1F)C1=NOC(N1)=S